(±)-3-methoxycyclopentane-1-amine COC1CC(CC1)N